N1=CC(=C2N1CC=CN2)C(=O)O 4,7-dihydropyrazolo[1,5-a]pyrimidine-3-carboxylic acid